(difluoromethyl)-5-ethynyl-4,6-difluoro-2-methyl-1,3-benzodiazole FC(F)C1=C(C(=C(C2=C1NC(=N2)C)F)C#C)F